BrC=1C=C(C=C(C1SC(CO)C1CCC2(OCCO2)CC1)[N+](=O)[O-])S(=O)(=O)N 3-bromo-4-((2-hydroxy-1-(1,4-dioxaspiro[4.5]decan-8-yl)ethyl)thio)-5-nitrobenzenesulfonamide